benzyl-allylsulfide C(C1=CC=CC=C1)SCC=C